(S)-N-(1-(4-bromophenyl)ethyl)acetamide BrC1=CC=C(C=C1)[C@H](C)NC(C)=O